7'-((1R,3R)-3-hydroxycyclohexyl)-2'-((5-methyl-1H-pyrazol-3-yl)amino)spiro[cyclopropane-1,5'-pyrrolo[2,3-d]pyrimidin]-6'(7'H)-one O[C@H]1C[C@@H](CCC1)N1C(C2(C3=C1N=C(N=C3)NC3=NNC(=C3)C)CC2)=O